3-(7-(4-(((1R,4R)-2,5-diazabicyclo[2.2.1]heptan-2-yl)methyl)piperidin-1-yl)-1-methyl-1H-indazol-3-yl)piperidine-2,6-dione [C@H]12N(C[C@H](NC1)C2)CC2CCN(CC2)C=2C=CC=C1C(=NN(C21)C)C2C(NC(CC2)=O)=O